tert-butyl 2-chloro-8-cyclopropyl-8-(trifluoromethyl)-7,8-dihydro-6H-pyrazolo[1,5-a]pyrrolo[2,3-e]pyrimidine-6-carboxylate ClC1=NN2C(N=CC3=C2C(CN3C(=O)OC(C)(C)C)(C(F)(F)F)C3CC3)=C1